2,4-di(1,1-dimethylethyl)phenol CC(C)(C)C1=C(C=CC(=C1)C(C)(C)C)O